NC1=C(SC=2N=C(N=CC21)C)C(=O)NC2CC=1C=CC(=NC1CC2)N2CC(C(C2)OC(C)C(C)OC)N 5-amino-N-(2-{3-amino-4-[(3-methoxybutan-2-yl)oxy]pyrrolidin-1-yl}-5,6,7,8-tetrahydroquinolin-6-yl)-2-methylthieno[2,3-d]pyrimidine-6-carboxamide